isopropyl-2,3-dioxo-1,2,3,4-tetrahydroquinoxaline C(C)(C)N1C(C(NC2=CC=CC=C12)=O)=O